C(CCCCCCCCCCC)=O 1-dodecanon